(R)-2-(2-((5-(1-aminoisoquinolin-5-yl)-1'-(methoxycarbonyl)-2,3-dihydrospiro[inden-1,4'-piperidin]-3-yl)oxy)phenyl)acetic acid NC1=NC=CC2=C(C=CC=C12)C=1C=C2[C@@H](CC3(CCN(CC3)C(=O)OC)C2=CC1)OC1=C(C=CC=C1)CC(=O)O